[Si](C)(C)(C(C)(C)C)OC=1C=C(C=CC1OC)[C@H](C(C(=O)OCC)=C)NC1=CC(=C(C(=C1)OC)OC)OC (R)-ethyl 2-((3-((tert-butyldimethylsilyl)oxy)-4-methoxyphenyl)((3,4,5-trimethoxyphenyl)amino)methyl)acrylate